ClC1=C(C=C(OCC(=O)NC23CC(C2)(C3)NC(=O)C3=NC=CC(=C3)C(=O)O)C=C1)F 2-({3-[2-(4-chloro-3-fluorophenoxy)acetamido]bicyclo[1.1.1]pent-1-yl}carbamoyl)pyridine-4-carboxylic acid